FC1=C(C(=C(C=C1OC)OC)F)N1C(N(C2=C(C1)C=NC(=C2)C=2C(=NN(C2)C)C)C2=CC=C(C(=O)N(C)C)C=C2)=O 4-(3-(2,6-difluoro-3,5-dimethoxyphenyl)-7-(1,3-dimethyl-1H-pyrazol-4-yl)-2-oxo-3,4-dihydropyrido[4,3-d]pyrimidin-1(2H)-yl)-N,N-dimethylbenzamide